ClC=1C=C(C(=NC1)OC)S(=O)(=O)NC1=C(C(=C(C=C1)F)C1=CC2=C(N=C(N=C2)NC)N2C1=NN=C2)F 5-chloro-N-(2,4-difluoro-3-(2-(methylamino)-[1,2,4]triazolo[4',3':1,6]pyrido[2,3-d]pyrimidin-6-yl)phenyl)-2-methoxypyridine-3-sulfonamide